C(C)(=O)O[C@H]1COC2=C1C=C(C=C2S(=O)(=O)NC=2C(=C(C(=CC2)F)C=2C(=C1C=NC(=NC1=CC2)NC2CCN(CC2)C(=O)OC(C)(C)C)F)F)Cl tert-butyl 4-[(6-{3-[(3R)-3-(acetyloxy)-5-chloro-2,3-dihydro-1-benzofuran-7-sulfonamido]-2,6-difluorophenyl}-5-fluoroquinazolin-2-yl)amino]piperidine-1-carboxylate